tert-butyl (5-((2-((1-methyl-1H-pyrazol-4-yl)amino)-5-(4-(trifluoromethyl)phenyl)pyrimidin-4-yl)amino)pyridin-3-yl)carbamate CN1N=CC(=C1)NC1=NC=C(C(=N1)NC=1C=C(C=NC1)NC(OC(C)(C)C)=O)C1=CC=C(C=C1)C(F)(F)F